FC1(C2=CC=CC=C2C=2C=C(C=CC12)C(=O)NCC(=O)N1[C@@H](C[C@H](C1)OC(F)(F)F)C(=O)OC)F methyl (2S,4R)-1-((9,9-difluoro-9H-fluorene-3-carbonyl)glycyl)-4-(trifluoromethoxy)pyrrolidine-2-carboxylate